C(C)OCC1(CCCC1)CN(C(OC(C)(C)C)=O)C tert-butyl {[1-(ethoxymethyl) cyclopentyl]methyl}methylcarbamate